N-{8-cyano-2-methylimidazo[1,2-a]pyridin-6-yl}-5-(piperazin-1-yl)cinnoline-8-carboxamide trifluoroacetic acid salt FC(C(=O)O)(F)F.C(#N)C=1C=2N(C=C(C1)NC(=O)C=1C=CC(=C3C=CN=NC13)N1CCNCC1)C=C(N2)C